CC1=CC=CO1 (5S)-5-methyl-1-oxapyrrole